tertButyl (2S)-2-{[(1S)-1-cyano-2-{3'-[(methylsulfonyl)oxy]biphenyl-4-yl}ethyl]carbamoyl}-1,4-oxazepane-4-carboxylate C(#N)[C@H](CC1=CC=C(C=C1)C1=CC(=CC=C1)OS(=O)(=O)C)NC(=O)[C@H]1OCCCN(C1)C(=O)OC(C)(C)C